(2S,3S)-3-(2-bromo-4,6-difluorophenyl)-2-hydroxy-2-phenylbutanoic acid BrC1=C(C(=CC(=C1)F)F)[C@@H]([C@@](C(=O)O)(C1=CC=CC=C1)O)C